METHYLMAGNESIUM BROMIDE C[Mg]Br